5-(2,8-dimethylimidazo[1,2-a]pyrazin-6-yl)-2-{3-[(3r,5s)-3,5-dimethylpiperazin-1-yl]-1,2,4-triazin-6-yl}phenol CC=1N=C2N(C=C(N=C2C)C=2C=CC(=C(C2)O)C2=CN=C(N=N2)N2C[C@H](N[C@H](C2)C)C)C1